7-cyclobutyl-8-({7-fluoro-3-(methoxymethoxy)-8-[(triisopropylsilyl)ethynyl]-1-naphthyl}oxy)-2-{[(2R,7aS)-2-fluorotetrahydro-1H-pyrrolizin-7a(5H)-yl]methoxy}-7H-purin-6-ol C1(CCC1)N1C(=NC2=NC(=NC(=C12)O)OC[C@]12CCCN2C[C@@H](C1)F)OC1=CC(=CC2=CC=C(C(=C12)C#C[Si](C(C)C)(C(C)C)C(C)C)F)OCOC